ClC1=C(C(=CC=C1)C)C=1C=C2C=NC=NC2=C(C1)NC1CCCCC1 6-(2-chloro-6-methyl-phenyl)-N-cyclohexyl-quinazolin-8-amine